(3R,7aS)-3-(((tert-butyldiphenylsilyl)oxy)methyl)hexahydro-1H-pyrrolizine [Si](C1=CC=CC=C1)(C1=CC=CC=C1)(C(C)(C)C)OC[C@H]1CC[C@@H]2CCCN12